[Al].BrC=1C=C2C(=CN1)N(N=C2C=2C=C(C(=NC2)N2CCN(CC2)C)OC(CC)O)S(=O)(=O)CC2=CC=CC=C2 (5-(5-bromo-1-toluenesulfonyl-1H-pyrazolo[3,4-c]pyridin-3-yl)-2-(4-methylpiperazin-1-yl)pyridin-3-yl)oxypropanol aluminum